4-((2-methoxy-3-(1-methyl-1H-1,2,4-triazol-3-yl)phenyl)amino)-N-methyl-2-((2-methylpyridin-4-yl)amino)pyrimidine-5-carboxamide COC1=C(C=CC=C1C1=NN(C=N1)C)NC1=NC(=NC=C1C(=O)NC)NC1=CC(=NC=C1)C